C1(CC1)C=1C(=NC(=NC1)NC=1C(=NN(C1)C1CC2CCC(C1)N2C)C)NCCCN2C(COCC2)=O 4-(3-((5-Cyclopropyl-2-((3-methyl-1-(8-methyl-8-azabicyclo[3.2.1]octan-3-yl)-1H-pyrazol-4-yl)amino)pyrimidin-4-yl)amino)propyl)morpholin-3-on